C(C)(C)(C)N(CC(=O)O)C(C1=C(C(=CC(=C1)OC(F)(F)F)NS(=O)(=O)C1=C(C=CC(=C1)Br)O)O)=O.BrC=1C=C(C(=NC1)C#N)[N+](=O)[O-] 5-bromo-3-nitropyridinecarbonitrile tert-butyl-(3-((5-bromo-2-hydroxyphenyl)sulfonamido)-2-hydroxy-5-(trifluoromethoxy)benzoyl)glycinate